tert-butyl N-{3-[(7-amino-2-oxo-3,4-dihydro-2H-1,3-benzoxazin-3-yl)methyl]-2-fluorophenyl}carbamate NC1=CC2=C(CN(C(O2)=O)CC=2C(=C(C=CC2)NC(OC(C)(C)C)=O)F)C=C1